5-fluoro-1-methyl-2,4(1H,3H)-pyrimidinedione FC=1C(NC(N(C1)C)=O)=O